ClC=1C=C2C(=NC=NC2=C(C1C1=C(C=CC=C1O)Cl)F)N1CCN(CC1)C(C=C)=O 1-(4-(6-chloro-7-(2-chloro-6-hydroxyphenyl)-8-fluoroquinazolin-4-yl)piperazin-1-yl)prop-2-en-1-one